2-((3-fluoro-5-methylphenyl)amino)-5-((4-methoxyphenyl)amino)nicotinamide methyl-2-((4-benzoylphenyl)((1-methoxy-2-methyl-1-oxopropan-2-yl)oxy)amino)-2-methylpropanoate COC(C(C)(C)N(OC(C(=O)OC)(C)C)C1=CC=C(C=C1)C(C1=CC=CC=C1)=O)=O.FC=1C=C(C=C(C1)C)NC1=C(C(=O)N)C=C(C=N1)NC1=CC=C(C=C1)OC